FC(S(=O)(=O)OC1=NC=CC2=CC=CC=C12)(F)F isoquinolin-1-yl trifluoromethanesulfonate